oct-4-yl-methyl-3,5-di-t-butyl-4-hydroxyhydrocinnamate CCCC(CCCC)C(C(=O)[O-])(CC1=CC(=C(C(=C1)C(C)(C)C)O)C(C)(C)C)C